FC(C1(CCOCC1)C(=O)O)(F)F 4-(trifluoromethyl)tetrahydro-2H-pyran-4-carboxylic acid